COC(=O)C1=CC2=C(N(C(=N2)C=2N(C3=CC(=CC=C3C2)Br)CCCCCCC(=O)OC(C)(C)C)C)C(=C1)OC 2-(6-bromo-1-(7-(tert-butoxy)-7-oxoheptyl)-1H-indol-2-yl)-7-methoxy-1-methyl-1H-benzo[d]Imidazole-5-carboxylic acid methyl ester